FC(C(=O)O)(F)F.O=S1(CCN(CC1)C1=CC(=C(C=C1)N1N=C(C=C1C1=CC(=C(C#N)C=C1)F)NCC12CCN(CC1)CC2)OC(C)C)=O 4-(1-(4-(1,1-Dioxido-thiomorpholino)-2-isopropoxyphenyl)-3-((quinuclidin-4-ylmethyl)amino)-1H-pyrazol-5-yl)-2-fluorobenzonitrile 2,2,2-trifluoroacetate